tert-butyl ((S)-1-(((5S,8S,10aR)-8-(((R)-chroman-4-yl)carbamoyl)-6-oxo-3-(phenylsulfonyl)decahydropyrrolo[1,2-a][1,5]diazocin-5-yl)amino)-1-oxopropan-2-yl)(methyl)carbamate O1CC[C@H](C2=CC=CC=C12)NC(=O)[C@@H]1CC[C@H]2N1C([C@H](CN(CC2)S(=O)(=O)C2=CC=CC=C2)NC([C@H](C)N(C(OC(C)(C)C)=O)C)=O)=O